O[C@@H](CNC(C1=C(C=NC=C1)NC1=C(C=C(C=C1)I)F)=O)CO N-[(2S)-2,3-dihydroxypropyl]-3-[(2-fluoro-4-iodophenyl)amino]-isonicotinamide